(S)-N-(1-cyano-2-methylpropyl)-4-(5-methyl-2-((1-(piperidin-4-yl)-1H-pyrazol-4-yl)amino)pyrimidin-4-yl)benzamide C(#N)[C@H](C(C)C)NC(C1=CC=C(C=C1)C1=NC(=NC=C1C)NC=1C=NN(C1)C1CCNCC1)=O